ClC=1SC=CC1C 2-chloro-3-methylthiophene